2,2,4-trimethyldodecane CC(C)(CC(CCCCCCCC)C)C